tert-butyl (cyclobutylmethyl)((3R)-1-(1-(1-(4-(imidazo[1,5-a]pyridin-8-yl)-1H-1,2,3-triazol-1-yl)ethyl)-2-oxo-1,2-dihydropyridin-4-yl)piperidin-3-yl)carbamate C1(CCC1)CN(C(OC(C)(C)C)=O)[C@H]1CN(CCC1)C1=CC(N(C=C1)C(C)N1N=NC(=C1)C=1C=2N(C=CC1)C=NC2)=O